N-allyl-6-bromo-N,3-dimethylpicolinamide C(C=C)N(C(C1=NC(=CC=C1C)Br)=O)C